(S)-2-((cyano(2-(4,4-dimethylpiperidin-1-yl)-6-methyl-4-oxo-4H-chromen-8-yl)methyl)amino)benzoic acid C(#N)[C@H](C=1C=C(C=C2C(C=C(OC12)N1CCC(CC1)(C)C)=O)C)NC1=C(C(=O)O)C=CC=C1